4-(chlorosulfonyl)piperidine ClS(=O)(=O)C1CCNCC1